ClC=1C=C(NC2(CCC3(C(=CC4=CC=CC=C34)CC(COC3=CC=NC=4CCCCC34)F)CC2)C(=O)O)C=CC1 (1r,4r)-4-(3-Chloroanilino)-2'-{2-fluoro-3-[(5,6,7,8-tetrahydroquinolin-4-yl)oxy]propyl}spiro[cyclohexane-1,1'-indene]-4-carboxylic acid